BrC=1C=C(C2=C(N(C(C(O2)C)=O)C)C1)C(=O)NC1CN2CCC1CC2 6-bromo-3,4-dihydro-2,4-dimethyl-3-oxo-N-(3-quinuclidinyl)-2H-1,4-benzoxazine-8-carboxamide